F[C@@H]1[C@@H](C1)C(=O)NC=1N=C2N(C=C(N=C2)C2=C3C=NNC3=C(C(=C2C)F)C2=CC(CC2)O)C1 (1s,2s)-2-fluoro-N-(6-(6-fluoro-7-(3-hydroxycyclopent-1-en-1-yl)-5-methyl-1H-indazol-4-yl)imidazo[1,2-a]pyrazin-2-yl)cyclopropane-1-carboxamide